di-tert-butyl [(1R)-1-(5-chloro-2-formylphenyl)ethyl]-imidodicarbonate ClC=1C=CC(=C(C1)[C@@H](C)N(C(=O)OC(C)(C)C)C(=O)OC(C)(C)C)C=O